NC1=CC=C(C(=N1)F)C1=CN=C(N1)C1CN2C(CC3(CCC3)[C@@H]2C2=C1C=1C(=C(C=NC2)Cl)C(=CC(C1)=O)F)=O (R)-12-(5-(6-amino-2-fluoropyridin-3-yl)-1H-imidazol-2-yl)-7-chloro-8-fluoro-13,14-dihydro-2H-spiro[benzo[5,6]azocino[4,3-g]indolizine-3,1'-cyclobutane]-1,10(4H,12H)-dione